C(CCCCCCC(=O)OC(CC)CCCCCCCC)(=O)OCC(COC(CCC(OCCCC\C=C/CC)OCCCC\C=C/CC)=O)CO 1-(3-((4,4-bis(((Z)-oct-5-en-1-yl)oxy)butanoyl)oxy)-2-(hydroxymethyl)propyl) 8-(undecan-3-yl) octanedioate